CN(C(OC(C)(C)C)=O)CCN(CCNC)C tert-butyl methyl(2-{methyl[2-(methylamino)ethyl]amino}ethyl)carbamate